ClC1=CC(=C(C=C1F)[C@H](NC(=O)[C@@H]1N([C@@H]2C[C@@H]2C1)C(=O)C1=NC(=CC=C1)C(F)(F)F)C1CC1)F (1R,3R,5R)-N-((R)-(4-chloro-2,5-difluorophenyl)(cyclopropyl)methyl)-2-((6-(trifluoromethyl)-2-pyridinyl)carbonyl)-2-azabicyclo[3.1.0]hexane-3-carboxamide